1-(7-(8-Ethyl-7-fluoro-3-hydroxynaphthalen-1-yl)-8-fluoro-2-(((2R,7aS)-2-fluorotetrahydro-1H-pyrrolizin-7a(5H)-yl)methoxy)pyrido[4,3-d]pyrimidin-4-yl)-3-(fluoromethyl)piperidin-3-ol C(C)C=1C(=CC=C2C=C(C=C(C12)C1=C(C=2N=C(N=C(C2C=N1)N1CC(CCC1)(O)CF)OC[C@]12CCCN2C[C@@H](C1)F)F)O)F